N-[3-(dimethylamino)propyl]stearamide monoacetate C(C)(=O)O.CN(CCCNC(CCCCCCCCCCCCCCCCC)=O)C